(4-(3-(3,3,3-trifluoro-1-phenylpropyl)-1H-indol-2-yl)phenyl)boronic acid FC(CC(C1=CC=CC=C1)C1=C(NC2=CC=CC=C12)C1=CC=C(C=C1)B(O)O)(F)F